FC(C(C(OCC(C)OC(COC(C(C(CC(F)(F)F)F)(F)F)(F)F)C)(F)F)(F)F)CC(F)(F)F octafluoropentyloxy-1,2-propylene oxide